(R)-1-(3-(4-amino-3-(4-phenoxyphenyl)-1H-pyrazolo[3,4-d]pyrimidin-1-yl)piperidin-1-yl)-2-(hydroxymethyl)prop-2-en-1-one NC1=C2C(=NC=N1)N(N=C2C2=CC=C(C=C2)OC2=CC=CC=C2)[C@H]2CN(CCC2)C(C(=C)CO)=O